N-methyl-N'-[[2-methyl-6-(trifluoromethyl)-3-pyridyl]methyl]acetohydrazide CN(NCC=1C(=NC(=CC1)C(F)(F)F)C)C(C)=O